N-(hexynyl)-prolinol C(#CCCCC)N1[C@@H](CCC1)CO